benzo[1,2-b:4,3-b']dithiophene-4,5-dione C=1C2=C(SC1)C(C(C=1SC=CC12)=O)=O